((S)-1-(4-((S)-2-cyclopropyl-1-hydroxyethyl)phenyl)ethyl)-2,2,2-trifluoroacetamide C1(CC1)C[C@H](O)C1=CC=C(C=C1)[C@H](C)NC(C(F)(F)F)=O